The molecule is a member of the class of chalcones that is isolated from the stem of Erythrina abyssinica. It has a role as a plant metabolite. It is a polyphenol, a member of chalcones and a member of resorcinols. CC(=CCC1=CC(=CC(=C1O)CC=C(C)C)/C=C/C(=O)C2=C(C=C(C=C2)O)O)C